FC(C1(NC(=CN=C1)C)C(=O)N)F 2-(difluoromethyl)-6-methyl-pyrazin-2-carboxamide